CO[C@@H]1[C@H](CNC1)COC=1C=NN(C1C1=CC=2N(C=C1)N=C(C2)NC(=O)C2CC2)C N-(5-(4-(((3R,4R)-4-methoxypyrrolidin-3-yl)methoxy)-1-methyl-1H-pyrazol-5-yl)pyrazolo[1,5-a]pyridin-2-yl)cyclopropanecarboxamide